C1(CCCC1)N1[C@@H](C(N(C=2C=NC(=NC12)NC1=C(C=C(C(=O)NC2CCN(CC2)CCCCOC2CCN(CC2)C(=O)OC(C)(C)C)C=C1)OC)C)=O)CC tert-butyl 4-[4-[4-[[4-[[(7R)-8-cyclopentyl-7-ethyl-5-methyl-6-oxo-7H-pteridin-2-yl]amino]-3-methoxy-benzoyl]amino]-1-piperidyl]butoxy]piperidine-1-carboxylate